4-(2-(pyren-1-yl)vinyl)pyridine C1(=CC=C2C=CC3=CC=CC4=CC=C1C2=C34)C=CC3=CC=NC=C3